epoxyoleic acid CCCCCCCC[C@@H]1[C@@H](O1)CCCCCCCC(=O)O